C(#N)C1=CC=C(C=C1)[C@H](C)NC(=O)[C@H]1N(C[C@@H](C1)OC(C1=CC=C(C=C1)[N+](=O)[O-])=O)C(=O)OC(C)(C)C (2S,4R)-tert-Butyl 2-(((S)-1-(4-cyanophenyl)ethyl)carbamoyl)-4-((4-nitrobenzoyl)oxy)pyrrolidine-1-carboxylate